C(N)(=O)C1N(CCN(C1)C(=O)OC(C)(C)C)C(=O)OC(C)(C)C di-tert-butyl 2-carbamoylpiperazine-1,4-dicarboxylate